S1C(=CC=C1)B(O)O R-thiophenylboronic acid